dimethoxycinnamoyl-methoxytyramine COC(N(OC)C(C=CC1=CC=CC=C1)=O)(CC1=CC=C(C=C1)O)OC